9-carbazolylethyl acrylate C(C=C)(=O)OCCN1C2=CC=CC=C2C=2C=CC=CC12